FC1=C(CN2N=C(C=C2C2=NOC=C2)C2=NC=C(C(=N2)C(C(=O)OCC)(C(=O)OCC)C)[N+](=O)[O-])C=CC=C1 diethyl 2-(2-(1-(2-fluorobenzyl)-5-(isoxazol-3-yl)-1H-pyrazol-3-yl)-5-nitropyrimidin-4-yl)-2-methylmalonate